C(C)(C)(C)OC(=O)N1C2CC(CC1CC2)=COC tert-butyl-3-(methoxymethylene)-8-azabicyclo[3.2.1]octane-8-carboxylate